CC1=CC(=C(C=C1)C)C(=O)C 2,5-dimethyl-acetophenone